N-((1R,4R)-4-(((2-((5-chloro-1-(tetrahydro-2H-pyran-4-yl)-1H-pyrazol-4-yl)amino)-5-fluoropyrimidin-4-yl)oxy)methyl)cyclohexyl)acetamide ClC1=C(C=NN1C1CCOCC1)NC1=NC=C(C(=N1)OCC1CCC(CC1)NC(C)=O)F